indolo-fluorene C1=C2C(=CC=C1)N=C1C=CC3=C4C=CC=CC4=CC3=C12